COC(=O)C1=CC=C(OC2=CC=C(C=C2)C2(C3=CC=CC=C3C=3C=CC=CC23)C2=CC=C(C=C2)OC2=CC=C(C=C2)C(=O)OC)C=C1 9,9-bis[4-(4-methoxycarbonyl-phenoxy)phenyl]fluorene